N-(3-fluoro-4-methyl-8-oxo-5,6,7,8-tetrahydro-1-naphthyl)acetamide FC=1C=C(C=2C(CCCC2C1C)=O)NC(C)=O